ClC1=C(C=C(C=N1)CN1C[C@@H](CCC1)NC(OC(C)(C)C)=O)COC1=CC=C(C=C1)C=1N(C2=NC=NC(=C2C1)N1CCOCC1)COCC[Si](C)(C)C tert-butyl [(R)-1-[(6-chloro-5-{[p-(4-morpholino-1-{[2-(trimethylsilyl)ethoxy]methyl}-1H-1,5,7-triazainden-2-yl)phenoxy]methyl}-3-pyridyl)methyl]-3-piperidyl]carbamate